(S)-2-((tert-butoxycarbonyl)amino)-3-(6-(4-methylpiperazin-1-yl)benzo[d]oxazol-2-yl)propanoic acid C(C)(C)(C)OC(=O)N[C@H](C(=O)O)CC=1OC2=C(N1)C=CC(=C2)N2CCN(CC2)C